OC1=C(C(=CC(=C1S(=O)(=O)NC1=CC=CC=C1)CCCCC)O)C1=CC(=CC=C1)C 2,6-dihydroxy-3'-methyl-4-pentyl-N-phenyl-[1,1'-biphenyl]-3-sulfonamide